2-(3,5-Dichloro-4-((2-(4-fluorophenyl)-1-oxo-1,2,3,4-tetrahydroisoquinolin-6-yl)oxy)phenyl)-3,5-dioxo-2,3,4,5-tetrahydro-1,2,4-triazine-6-carboxylic acid ClC=1C=C(C=C(C1OC=1C=C2CCN(C(C2=CC1)=O)C1=CC=C(C=C1)F)Cl)N1N=C(C(NC1=O)=O)C(=O)O